2-Amino-4-(3-(3-(dimethylamino)-2-methylpyrrolidin-1-yl)-5-fluoro-7,9-dihydrofuro[3,4-f]quinazolin-6-yl)-7-fluorothieno[3,2-c]pyridine-3-carbonitrile NC1=C(C=2C(=NC=C(C2S1)F)C=1C2=C(C=3C=NC(=NC3C1F)N1C(C(CC1)N(C)C)C)COC2)C#N